FC1=CC=C(C=C1)[C@@H](C)C1=C(N=C(N=N1)C)N[C@@H]1CN(CC1)C 6-((R)-1-(4-fluorophenyl)ethyl)-3-methyl-N-((S)-1-methylpyrrolidin-3-yl)-1,2,4-triazin-5-amine